CC1=CC2=C(N(C=N2)C2=CC=C(C=C2)N)C=C1 4-(5-methyl-benzimidazol-1-yl)-phenylamine